mercaptorhamnose SC(=O)[C@H](O)[C@H](O)[C@@H](O)[C@@H](O)C